(3S,5R)-5-[(5-Chlorooxazolo[4,5-b]pyridin-2-yl)amino]-1-methyl-piperidin-3-ol ClC1=CC=C2C(=N1)N=C(O2)N[C@@H]2C[C@@H](CN(C2)C)O